5-fluoro-N4-(naphthalene-2-yl)pyrimidine-2,4-diamine FC=1C(=NC(=NC1)N)NC1=CC2=CC=CC=C2C=C1